BrC1=NO[C@H](C1)[C@H]1CN(CCC1)CC1=CC(=CC=C1)C(F)(F)F (5R)-3-bromo-5-[(3R)-1-[[3-(trifluoromethyl)phenyl]methyl]-3-piperidyl]-4,5-dihydroisoxazole